CNOC N-methylmethoxyamine